ClC=1C(=CC(=C(N)C1)F)C=1C=NC(=C(C1)F)F 5-chloro-4-(5,6-difluoropyridin-3-yl)-2-fluoroaniline